BrC=1C=C(C(=C(C1)S(=O)(=O)N1CC(C(CC1)NNC(OC(C)(C)C)=O)(C)C)OC)F tert-butyl N-[[1-(5-bromo-3-fluoro-2-methoxy-phenyl)sulfonyl-3,3-dimethyl-4-piperidyl]amino]carbamate